1-((8-cyano-6-cyclopropylimidazo[1,2-a]pyridin-2-yl)methyl)-1H-pyrazole-4-carboxylate C(#N)C=1C=2N(C=C(C1)C1CC1)C=C(N2)CN2N=CC(=C2)C(=O)[O-]